N-[6-(5-Chloro-2-Fluorophenyl)Pyridazin-4-yl]-7-[2-(1-Methylpiperidin-4-yl)Ethoxy]Quinolin-4-Amin ClC=1C=CC(=C(C1)C1=CC(=CN=N1)NC1=CC=NC2=CC(=CC=C12)OCCC1CCN(CC1)C)F